FC1=C(C=CC=C1)C1=NC=CC=N1 (2-fluorophenyl)pyrimidine